FC1=CC=NC2=C1C=1N(CO2)C(=C(N1)C1=CC=C(CN2CCC(CC2)NC2=NC(=NC=C2)C#N)C=C1)C1=CC=CC=C1 4-((1-(4-(10-Fluoro-3-phenyl-5H-imidazo[1,2-c]pyrido[3,2-e][1,3]oxazin-2-yl)benzyl)piperidin-4-yl)amino)pyrimidine-2-carbonitrile